C(C)OC(C(C/C(=C\CCI)/C1=CC=CC=C1)(F)F)=O (E)-2,2-difluoro-7-iodo-4-phenylhept-4-enoic acid ethyl ester